1-naphthalene-amine C1(=CC=CC2=CC=CC=C12)N